(((8-Bromooctyl)oxy)methyl)benzene BrCCCCCCCCOCC1=CC=CC=C1